(S)-N-(4-cyclobutyl-5-(3-fluorophenyl)-1-methyl-1H-pyrazol-3-yl)-2,2-difluorocyclopropane-1-carboxamide C1(CCC1)C=1C(=NN(C1C1=CC(=CC=C1)F)C)NC(=O)[C@H]1C(C1)(F)F